(2-(trifluoromethyl)phenyl)hydrazine FC(C1=C(C=CC=C1)NN)(F)F